N1=C(C=CC=C1)C=1N=CC(=NC1)NC(=O)C1=CN=CO1 N-(5-(pyridin-2-yl)pyrazin-2-yl)oxazole-5-carboxamide